10H-pyrimido[1,2-a]azepine N=1C=CCN2C1CC=CC=C2